C1OCCC12CN(CC2)C2=NC=1N(C=C2)N=CC1C(=O)OCC 1-Ethyl 5-(2-oxa-7-azaspiro[4.4]nonan-7-yl)pyrazolo[1,5-a]pyrimidine-3-carboxylate